5-(2-((1H-imidazol-4-yl)methoxy)phenyl)isoxazole N1C=NC(=C1)COC1=C(C=CC=C1)C1=CC=NO1